Tert-Butyl 4-[[2-(2,2,2-trifluoro-1-hydroxyethyl)pyridin-3-yl]methyl]piperazine-1-carboxylate FC(C(O)C1=NC=CC=C1CN1CCN(CC1)C(=O)OC(C)(C)C)(F)F